methyl 2-(2-chloro-4-fluoro-phenyl)propanoate ClC1=C(C=CC(=C1)F)C(C(=O)OC)C